FC(C=1C=NC(=NC1)N1CCNCCC1)(F)F 1-(5-(trifluoromethyl)pyrimidin-2-yl)-1,4-diazepane